NCCC1CCN(CC1)C(=O)C1CCN(CC1)C(=O)C=1C=CC(=C(C1)N1C(NC(CC1)=O)=O)OC 1-[5-[4-[4-(2-Aminoethyl)piperidine-1-carbonyl]piperidine-1-carbonyl]-2-methoxy-phenyl]hexahydropyrimidine-2,4-dione